(R)-11-chloro-12-(3-methoxypropoxy)-8-oxo-2,3,8,13b-tetrahydro-1H-pyrido[2,1-a]pyrrolo[1,2-c]phthalazine-7-carboxylic acid ClC=1C(=CC=2[C@@H]3N(N4C(C2C1)=CC(C(=C4)C(=O)O)=O)CCC3)OCCCOC